FC(S(=O)(=O)OC1=CC(=CC2=CC=C(C(=C12)Br)F)O[Si](C(C)C)(C(C)C)C(C)C)(F)F 8-bromo-7-fluoro-3-((triisopropylsilyl)oxy)naphthalen-1-yl trifluoromethanesulfonate